ClC1=C(C=CC2=CC=CC=C12)N 1-chloro-2-Naphthylamine